ClC1=C(C(=O)C2=CNC3=C2C2=C(N(C(C4(N2)CN(CC4)C(=O)OC(C)(C)C)=O)C)C=N3)C=CC(=C1)OC1=CC=CC=C1 tert-Butyl 9'-(2-chloro-4-phenoxybenzoyl)-4'-methyl-3'-oxo-1',3',4',7'-tetrahydrospiro[pyrrolidine-3,2'-pyrrolo[3',2':5,6]pyrido[3,4-b]pyrazine]-1-carboxylate